3-(3-((2-amino-6-isopropylpyrimidin-4-yl)amino)benzyl)pyrrolidin-2-one NC1=NC(=CC(=N1)NC=1C=C(CC2C(NCC2)=O)C=CC1)C(C)C